(6-Chloropyridin-2-yl)-1-(2-methoxypyrimidin-5-yl)-1-((5-(trifluoromethyl)-1H-pyrazol-3-yl)methyl)urea ClC1=CC=CC(=N1)NC(N(CC1=NNC(=C1)C(F)(F)F)C=1C=NC(=NC1)OC)=O